ClC1=C(C(=C2C(=N1)N(C=N2)[C@H]2[C@@H]([C@@H]([C@@H]1C[C@H]21)O)O)NCC)Cl (1R,2R,3S,4R,5S)-4-(5,6-dichloro-7-(ethylamino)-3H-imidazo[4,5-b]pyridin-3-yl)bicyclo[3.1.0]hexane-2,3-diol